ClC1=CC2=C(C=N1)C=C(N2C(=O)OC(C)(C)C)C2=C(C=CC=C2)C(F)(F)F tert-Butyl 6-chloro-2-(2-(trifluoromethyl)phenyl)-1H-pyrrolo[3,2-c]pyridine-1-carboxylate